3-amino-4-(7-fluoro-1H-indazol-4-yl)-6-[(3R)-oxolan-3-yl]oxy-1H-1,7-phenanthrolin-2-one NC=1C(NC2=C3C=CC=NC3=C(C=C2C1C1=C2C=NNC2=C(C=C1)F)O[C@H]1COCC1)=O